C1(CC1)C([C@@H](C(=O)NC1=NC(=C(C=C1)C=1C(=NNC1C)C)F)NC(=O)C=1N(N=CC1)C(CF)C)C1CC1 N-[(1S)-1-(dicyclopropylmethyl)-2-[[5-(3,5-dimethyl-1H-pyrazol-4-yl)-6-fluoro-2-pyridyl]amino]-2-oxo-ethyl]-2-(2-fluoro-1-methyl-ethyl)pyrazole-3-carboxamide